N-(2-(4-ethylpiperazin-1-yl)-5-(4-(4-((6-(trifluoromethyl)pyridazin-3-yl)oxy)phenyl)piperidine-1-carbonyl)phenyl)-2-phenylacetamide C(C)N1CCN(CC1)C1=C(C=C(C=C1)C(=O)N1CCC(CC1)C1=CC=C(C=C1)OC=1N=NC(=CC1)C(F)(F)F)NC(CC1=CC=CC=C1)=O